5,7,8-trihydroxy-2-(4-hydroxyphenyl)chromen-4-one OC1=C2C(C=C(OC2=C(C(=C1)O)O)C1=CC=C(C=C1)O)=O